potassium dihydrogen phosphate oxygen [O+2].P(=O)(O)(O)[O-].[K+].P(=O)(O)(O)[O-].P(=O)(O)(O)[O-]